CN(C=1C(C(C1N1CCCC1)=O)=O)CC1=CC=C(C=C1)C1=NOC(=N1)C(F)(F)F 3-(Methyl(4-(5-(trifluoromethyl)-1,2,4-oxadiazol-3-yl)benzyl)amino)-4-(pyrrolidin-1-yl)cyclobut-3-en-1,2-dion